2-Acetamido-N-(pyridin-4-yl)benzamide C(C)(=O)NC1=C(C(=O)NC2=CC=NC=C2)C=CC=C1